(2-Methyl-4-(7H-pyrrolo[2,3-d]pyrimidin-4-yl)phenyl)methylamine CC1=C(C=CC(=C1)C=1C2=C(N=CN1)NC=C2)CN